O=C1NC(CCC1N1N=C(C2=CC(=CC=C12)C1CCN(CC1)CC(=O)O)C)=O 2-[4-[1-(2,6-dioxo-3-piperidyl)-3-methyl-indazol-5-yl]-1-piperidyl]acetic acid